C(C)(C)N1CCCC2=C(C=CC(=C12)OC)C(C)C 1,5-diisopropyl-8-methoxy-1,2,3,4-tetrahydroquinoline